P(=O)(OCC(C)OC(C(=C)C)=O)(OCC(C)OC(C(=C)C)=O)[O-] bis[2-(methacryloyloxy) propyl] phosphate